quinolinecarboxaldehyde C1=CC=C2C(=C1)C=CC(=N2)C=O